ClC1=CC(=C2C(=NC=NC2=C1)O)NCC1=CC=C(C=C1)OC 7-chloro-5-{[(4-methoxyphenyl)methyl]amino}quinazolin-4-ol